BrC[C@@H]1[C@H]([C@@H]([C@H]([C@@H](OC)O1)O)O)O Methyl 6-bromo-6-deoxy-α-D-glucopyranoside